(E)-3-chloro-2-(2-(3-fluorobenzenesulfonyl)vinyl)pyridine ClC=1C(=NC=CC1)\C=C\S(=O)(=O)C1=CC(=CC=C1)F